t-butyl (S)-4-(3-bromo-6-methoxy-5-(trifluoromethyl)pyridin-2-yl)-3-(methylaminoformyl)piperazin-1-carboxylate BrC=1C(=NC(=C(C1)C(F)(F)F)OC)N1[C@@H](CN(CC1)C(=O)OC(C)(C)C)C(=O)NC